FC(C(C(C(S)(F)F)(F)F)(C(F)(F)F)F)(F)F 3-trifluoromethyl-perfluoro-1-butanethiol